behenyl-aminopropyl-ethyl-dimethyl-ammonium ethoxide [O-]CC.C(CCCCCCCCCCCCCCCCCCCCC)C[N+](C)(CC)CCCN